CN(C1=CC=C(C=C1)C1C2=C(NC(N1)=O)C=1C=CC=CC1OC2=O)C 4-(4-dimethylaminophenyl)-3,4-dihydro-1H-chromeno[4,3-d]pyrimidine-2,5-dione